4-(4-(1H-indol-3-yl)-7-methanesulfonyl-5,6,7,8-tetrahydropyrido[3,4-d]pyrimidin-2-yl)-3-methylmorpholine N1C=C(C2=CC=CC=C12)C=1C2=C(N=C(N1)N1C(COCC1)C)CN(CC2)S(=O)(=O)C